tert-butyl (3R,4R)-3-((3-bromo-4-cyano-5-nitropyridin-2-yl)amino)-4-hydroxypiperidine-1-carboxylate BrC=1C(=NC=C(C1C#N)[N+](=O)[O-])N[C@@H]1CN(CC[C@H]1O)C(=O)OC(C)(C)C